C(CCC)(=O)OC(C)C i-propyl butyrate